7-Bromo-1,5-dihydrospiro[1-benzazepin-4,2'-[1,3]dioxolan]-2(3H)-on BrC=1C=CC2=C(CC3(OCCO3)CC(N2)=O)C1